FC1=C(C=CC(=C1)F)C(CN1C[C@@H]2[C@H](C1)CC(C2)NC2=CC=C(C=C2)N2CCCCC2)(CN2N=CN=C2)O 2-(2,4-difluorophenyl)-1-((3aR,6aS)-5-((4-(piperidin-1-yl)phenyl)amino)hexahydrocyclopenta[c]pyrrol-2(1H)-yl)-3-(1H-1,2,4-triazol-1-yl)propan-2-ol